O[C@@H](CN1CCN(CC1)C1=CC=C(C=N1)C=1C=2N(C=C(N1)C=1C=NN(C1)C)N=CC2C#N)C (R)-4-(6-(4-(2-Hydroxypropyl)piperazin-1-yl)pyridin-3-yl)-6-(1-methyl-1H-pyrazol-4-yl)pyrazolo[1,5-a]pyrazine-3-carbonitrile